N-(3-(5-cyclopropyl-1,3,4-oxadiazol-2-yl)phenyl)-4-fluoro-7-methyl-1H-indole C1(CC1)C1=NN=C(O1)C=1C=C(C=CC1)N1C=CC2=C(C=CC(=C12)C)F